O=C1NC(CCC1N1C(C2=CC=C(C=C2C1=O)N1CC2(CN(C2)C(=O)OC(C)(C)C)C1)=O)=O tert-butyl 6-[2-(2,6-dioxo-3-piperidyl)-1,3-dioxo-isoindolin-5-yl]-2,6-diazaspiro[3.3]heptane-2-carboxylate